[1,2]Oxazin-4-one O1N=CC(C=C1)=O